OC1=CC=C(C=C1)/C(=C(\CCCO)/C1=CC=CC=C1)/C1=CC=C(C=C1)C1CCN(CC1)C1CC1 (E)-5-(4-hydroxyphenyl)-5-(4-(N-cyclopropylpiperidin-4-yl)phenyl)-4-phenylpent-4-en-1-ol